N-(5-(5-((1-(2-(benzyloxy)ethoxy)propan-2-yl)oxy)benzo[d]oxazol-2-yl)-8-(methylamino)-2,7-naphthyridin-3-yl)cyclopropanecarboxamide C(C1=CC=CC=C1)OCCOCC(C)OC=1C=CC2=C(N=C(O2)C2=C3C=C(N=CC3=C(N=C2)NC)NC(=O)C2CC2)C1